methyl 2-(3-chloro-4-hydroxybenzoamido)-6-methyl-4,5,6,7-tetrahydrothieno[2,3-c]pyridine-3-carboxylate ClC=1C=C(C(=O)NC2=C(C3=C(CN(CC3)C)S2)C(=O)OC)C=CC1O